NC1=C(C=C(C=N1)C=1C=NN(C1)C1CCN(CC1)CC=1C=C2CN(C(C2=C(C1)F)=O)C1C(NC(CC1)=O)=O)O[C@H](C)C1=C(C(=CC=C1Cl)F)Cl 3-(5-((4-(4-(6-amino-5-((R)-1-(2,6-dichloro-3-fluorophenyl)ethoxy)pyridin-3-yl)-1H-pyrazol-1-yl)piperidin-1-yl)methyl)-7-fluoro-1-oxoisoindolin-2-yl)piperidine-2,6-dione